Azabicyclo(4.3.0)nonanen C12=NCCCC2CCC1